FC=1C=C2C(=C(C(NC2=CC1)=O)C(=O)NC/C=C/C(=O)OC)C1=CC=CC=C1 Methyl (2E)-4-[(6-fluoro-2-oxo-4-phenyl-1,2-dihydroquinolin-3-yl)formamido]but-2-enoate